(6-oxa-3-azabicyclo[3.1.1]heptan-3-yl)((1R,4r)-4-(4-((R)-3-((2,5,7-trimethyl-[1,2,4]triazolo[1,5-a]pyrimidin-6-yl)oxy)pyrrolidin-1-yl)phenyl)cyclohexyl)methanone C12CN(CC(O1)C2)C(=O)C2CCC(CC2)C2=CC=C(C=C2)N2C[C@@H](CC2)OC=2C(=NC=1N(C2C)N=C(N1)C)C